(S)-2-(6-Chloro-4-(1-(((3,3-difluorocyclobutyl)methyl)amino)ethyl)pyridin-2-yl)-6-(3-((4-methyl-4H-1,2,4-triazol-3-yl)methyl)oxetan-3-yl)isoindolin-1-one ClC1=CC(=CC(=N1)N1C(C2=CC(=CC=C2C1)C1(COC1)CC1=NN=CN1C)=O)[C@H](C)NCC1CC(C1)(F)F